5-methyl-6-(1-methyl-2-((4-(methylsulfonyl)phenyl)amino)-1H-benzo[d]imidazol-6-yl)-4,5-dihydropyridazin-3(2H)-one CC1CC(NN=C1C=1C=CC2=C(N(C(=N2)NC2=CC=C(C=C2)S(=O)(=O)C)C)C1)=O